CC=1C=CC=2N(C1)N=C(N2)N[C@@H]2C[C@H](CC2)NC2=CC=C(C=N2)N2C(C=CC=C2)=O 6'-(((1S,3S)-3-((6-methyl-[1,2,4]triazolo[1,5-a]pyridin-2-yl)amino)cyclopentyl)amino)-2H-[1,3'-bipyridyl]-2-one